COCCN1C(=O)N(C=2N=CNC2C1=O)CCC 1-(2-methoxyethyl)-3-propylxanthine